FC(F)(F)S(=O)(=O)[O-].[Sn+4].FC(F)(F)S(=O)(=O)[O-].FC(F)(F)S(=O)(=O)[O-].FC(F)(F)S(=O)(=O)[O-] tin trifluoromethylsulfonate